tert-butyl 3-((5-bromo-2-chloropyridin-3-yl)oxy)azetidine-1-carboxylate BrC=1C=C(C(=NC1)Cl)OC1CN(C1)C(=O)OC(C)(C)C